C(#N)C=1C=C(C=CC1)N1C(N(C=C(C1=O)C(=O)N)C(C)C)=O 3-(3-cyanophenyl)-1-isopropyl-2,4-dioxo-1,2,3,4-tetrahydropyrimidine-5-carboxamide